(4s)-(+)-phenyl-alpha-[(4s)-phenyloxazolidin-2-ylidene]-2-oxazoline-2-acetonitrile C1C(NC(=C(C#N)C2=NC(CO2)C3=CC=CC=C3)O1)C4=CC=CC=C4